C(C)(C)(C)OC(=O)C=1N=CNC1 Imidazole-4-carboxylic acid tert-butyl ester